COC1=C(C=C2C(=NC(=NC2=C1)C)N[C@H](C)C=1C(=C(C#N)C=CC1)C)N1CCC(CC1)C(=O)N1CCOCC1 (R)-3-(1-((7-methoxy-2-methyl-6-(4-(morpholine-4-carbonyl)piperidin-1-yl)quinazolin-4-yl)amino)ethyl)-2-methylbenzonitrile